C(#C)C=1C=CC(N(C1)C)=O 5-ethynyl-1-methylpyridin-2(1H)-one